N-(4-cyano-3-cyclopropylphenyl)-2-(4-((1-(2-(2,6-dioxopiperidin-3-yl)-1,3-dioxoisoindolin-5-yl)azetidin-3-yl)ethynyl)-1H-pyrazol-1-yl)-2-methylpropanamide C(#N)C1=C(C=C(C=C1)NC(C(C)(C)N1N=CC(=C1)C#CC1CN(C1)C=1C=C2C(N(C(C2=CC1)=O)C1C(NC(CC1)=O)=O)=O)=O)C1CC1